C(C1=CC=CC=C1)OC(=O)N1COC2(C(=N1)C1=CC=C(C=C1C2)Cl)C(=O)OC 7-chloroindeno[1,2-E][1,3,4]oxadiazine-2,4A(3H,5H)-dicarboxylic acid-4A-methyl ester 2-benzyl ester